C(C)O[Si](OCC)(OCC)CCCSSSSCCC[Si](OCC)(OCC)OCC Bis(triethoxysilylpropyl)-tetrasulfan